The molecule is a hydrochloride obtained by combining biliverdin with one molar equivalent of hydrogen chloride. It has a role as a human metabolite and a mouse metabolite. It contains a biliverdin. CC\\1=C(/C(=C/C2=C(C(=C(N2)/C=C\\3/C(=C(C(=O)N3)C)C=C)C)CCC(=O)O)/N/C1=C\\C4=NC(=O)C(=C4C)C=C)CCC(=O)O.Cl